biotin yttrium [Y].OC(=O)CCCC[C@@H]1SC[C@@H]2NC(=O)N[C@H]12